COC(C1=CC(=CC=C1)N(C(CCl)=O)C(C(NCCC1=CC=CC=C1)=O)C1=CC=C(C=C1)[N+](=O)[O-])=O Methyl-3-(2-chloro-N-(1-(4-nitrophenyl)-2-oxo-2-(phenethylamino)ethyl)-acetamido)benzoate